2-cyclopropyl-7-isopropyl-5H-pyrazolo[3,4-d]pyridazin-4-one C1(CC1)N1N=C2C(=NNC(C2=C1)=O)C(C)C